(R)-1'-(5-Amino-1-((R or S)-1,1,1-trifluoropropan-2-yl)-1H-pyrazole-4-carbonyl)-6-chloro-5-fluorospiro[benzo[d][1,3]oxazine-4,3'-piperidin]-2(1H)-one NC1=C(C=NN1[C@@H](C(F)(F)F)C)C(=O)N1C[C@@]2(CCC1)C1=C(NC(O2)=O)C=CC(=C1F)Cl |o1:6|